3-(2-(5-methyl-1,3,4-thiadiazol-2-yl)pyridin-4-yl)-5-(trifluoromethyl)-1,2,4-oxadiazole CC1=NN=C(S1)C1=NC=CC(=C1)C1=NOC(=N1)C(F)(F)F